FC=1C(=NC=CC1)N1C(C(N=CC2=C1C=CC=C2)C)=O 3-fluoro-2-pyridyl-3-methyl-1,3-dihydro-1,4-benzodiazepin-2-one